(3,4-dimethoxyphenyl)-3-(isoindolin-2-yl)propan-1-one COC=1C=C(C=CC1OC)C(CCN1CC2=CC=CC=C2C1)=O